N-((2-(6-cyclopropyl-7-hydroxy-2,3-dihydro-4H-pyrido[3,2-b][1,4]oxazin-4-yl)-1,6-naphthyridin-7-yl)methyl)-3-(methylsulfonyl)benzofuran-5-carboxamide C1(CC1)C=1C(=CC=2OCCN(C2N1)C1=NC2=CC(=NC=C2C=C1)CNC(=O)C=1C=CC2=C(C(=CO2)S(=O)(=O)C)C1)O